COC1=CC=C(C=C1)C1=NN2C(=NC=3C(=CC=CC3C2=N1)C)N[C@@H]1C(NCCNC1)=O (6S)-6-{[2-(4-methoxyphenyl)-7-methyl[1,2,4]triazolo[1,5-c]quinazolin-5-yl]amino}-1,4-diazepan-5-one